FC(\C=C\C(F)(F)F)(F)F (E)-1,1,1,4,4,4-hexafluoro-but-2-ene